methyl {(6S)-2,3,9-trimethyl-4-[4-(piperazin-1-yl)phenyl]-6H-thieno[3,2-f][1,2,4]triazolo[4,3-a][1,4]diazepin-6-yl}acetate hydrochloride Cl.CC1=C(C=2C(=N[C@H](C=3N(C2S1)C(=NN3)C)CC(=O)OC)C3=CC=C(C=C3)N3CCNCC3)C